C(C1=CC=CC=C1)SC1=C(C=C(N)C=C1)Cl 4-(benzylthio)-3-chloroaniline